(R)-3-chloro-N-(8,9-difluoro-6-oxo-1,4,5,6-tetrahydro-2H-pyrano[3,4-c]isoquinolin-1-yl)-4-fluoro-N-methylbenzenesulfonamide ClC=1C=C(C=CC1F)S(=O)(=O)N(C)[C@H]1COCC=2NC(C=3C=C(C(=CC3C21)F)F)=O